CC1=NN(C(=C1)C)C(\C=C\C1=CC=CC=C1)=O (E)-1-(3,5-dimethyl-1H-pyrazol-1-yl)-3-phenylpropan-2-en-1-one